(1S,4R,5R)-5-[[3-(2-chloro-6-fluorophenyl)-5-cyclopropyl-1,2-oxazol-4-yl]methoxy]-2-azabicyclo[2.2.1]heptan-3-one ClC1=C(C(=CC=C1)F)C1=NOC(=C1CO[C@H]1[C@@H]2C(N[C@H](C1)C2)=O)C2CC2